(S)-1'-(6-amino-5-((2,3-dichloropyridin-4-yl)thio)pyrazin-2-yl)-1,3-dihydrospiro[indene-2,4'-piperidin]-1-amine NC1=C(N=CC(=N1)N1CCC2(CC1)[C@@H](C1=CC=CC=C1C2)N)SC2=C(C(=NC=C2)Cl)Cl